4,7,10,16,19,22-hexaoxa-13-azapentacosanedioate C(CCOCCOCCOCCNCCOCCOCCOCCC(=O)[O-])(=O)[O-]